(S)-3-(2,3-bis(1-hydroxy-4-(trifluoromethyl)-1,3-dihydrobenzo[c][1,2]oxaborole-6-carboxamido)propanamido)propanoic acid OB1OCC2=C1C=C(C=C2C(F)(F)F)C(=O)N[C@H](C(=O)NCCC(=O)O)CNC(=O)C=2C=C(C1=C(B(OC1)O)C2)C(F)(F)F